CCC(CC)N1N=CC(=C1)C=1C=2N(C=C(N1)C=1C=NN(C1)C1CS(C1)(=O)=O)N=CC2 3-(4-(4-(1-(pent-3-yl)-1H-pyrazol-4-yl)pyrazolo[1,5-a]pyrazin-6-yl)-1H-pyrazol-1-yl)thietane 1,1-dioxide